3-[(3-fluoro-2-methoxyphenyl)amino]-2-(3-fluoropyridin-4-yl)-1H,5H,6H,7H-pyrrolo[3,2-c]pyridin-4-one FC=1C(=C(C=CC1)NC1=C(NC2=C1C(NCC2)=O)C2=C(C=NC=C2)F)OC